C(C)OC1=CN=CC(=N1)C=1C=CC(=NC1)NC(=O)C1(CCCCC1)C1=NC(=NC=C1)NS(=O)(=O)C N-(5-(6-ethoxypyrazin-2-yl)pyridin-2-yl)-1-(2-(methylsulfonamido)pyrimidin-4-yl)cyclohexane-1-carboxamide